OC1(CC(C1)C(=O)N1CC2(C1)CCC(CC2)OC2=NC(=CC(=C2)C(F)(F)F)C)C ((1s,3s)-3-hydroxy-3-methylcyclobutyl)(7-((6-methyl-4-(trifluoromethyl)pyridin-2-yl)oxy)-2-azaspiro[3.5]non-2-yl)methanone